C(#N)C1=NC=C(C=N1)C(=O)O 2-cyanopyrimidine-5-carboxylic acid